6-(4-(4-(2-(2-aminopyridin-3-yl)-5-phenyl-3H-imidazo[4,5-b]pyridin-3-yl)benzyl)-1,4-diazepan-1-yl)pyrimidine-4-carbonitrile NC1=NC=CC=C1C1=NC=2C(=NC(=CC2)C2=CC=CC=C2)N1C1=CC=C(CN2CCN(CCC2)C2=CC(=NC=N2)C#N)C=C1